FC1=C2C(=NN=C(C2=C(C(=C1F)F)F)C=1SC=CC1)C(F)(F)F 5,6,7,8-tetrafluoro-1-(2-thienyl)-4-trifluoromethylphthalazine